4-[3-(difluoromethyl)-4-methylsulfonyl-phenyl]-5-methoxy-3-(trifluoromethyl)-1H-pyrazolo[3,4-c]pyridine FC(C=1C=C(C=CC1S(=O)(=O)C)C1=C2C(=CN=C1OC)NN=C2C(F)(F)F)F